CSC1=NC=C(C=C1\C(\C)=N\OCC(=O)O)[N+](=O)[O-] (E)-2-(((1-(2-(methylthio)-5-nitropyridin-3-yl)ethylidene)amino)oxy)acetic acid